ClC1=NC=CC2=C1COC21CNCCC1 4-chloro-3H-spiro[furo[3,4-c]pyridine-1,3'-piperidine]